4-cyclopropylaminomethyl-4-hydroxypyrrolidine-1-carboxylate C1(CC1)NCC1(CCN(C1)C(=O)[O-])O